1,1-bis(4-hydroxyphenyl)-1-(2-naphthyl)-ethane OC1=CC=C(C=C1)C(C)(C1=CC2=CC=CC=C2C=C1)C1=CC=C(C=C1)O